ClC1=C(C=CC=C1C=1C=NNC1C)C=O [2-chloro-3-(5-methyl-1H-pyrazol-4-yl)phenyl]methanon